FC(C1CN(C1)C1=CC=C2C3(CC=4C(=NOC4C2=C1)NS(=O)(=O)C1=C(C=CC=C1)OC)CC3)F N-(8'-(3-(difluoromethyl)azetidin-1-yl)-4'H-spiro[cyclopropane-1,5'-naphtho[2,1-d]isoxazol]-3'-yl)-2-methoxybenzenesulfonamide